N-[2-(4-Methanesulfonylphenyl)-[1,3]thiazolo[5,4-c]pyridin-6-yl]-4-methyl-6-[(3S)-pyrrolidin-3-yloxy]pyridin-2-amine CS(=O)(=O)C1=CC=C(C=C1)C=1SC=2C=NC(=CC2N1)NC1=NC(=CC(=C1)C)O[C@@H]1CNCC1